O[Sn](C)C hydroxydimethyltin